(E)-5-bromo-2-fluoro-N,N-bis(4-methoxybenzyl)-4-(1-methoxyprop-1-en-2-yl)aniline BrC=1C(=CC(=C(N(CC2=CC=C(C=C2)OC)CC2=CC=C(C=C2)OC)C1)F)/C(=C/OC)/C